Cl.C1(CC1)S(=O)(=O)N cyclopropanesulfonyl-amine hydrochloride